FCC([C@H](CC(=O)OCCCCCCCCCCCCCCCCCC)NC(=O)[C@@]1(CC(=NO1)C1=NC=CC2=CC=CC=C12)C(C)C)=O Octadecyl (S)-5-fluoro-3-((R)-5-isopropyl-3-(isoquinolin-1-yl)-4,5-dihydroisoxazole-5-carboxamido)-4-oxopentanoate